CC=1C=C(CN(C(C(CC)(C)C)=O)C)C=C(C1)C N-(3,5-dimethylbenzyl)-N,2,2-trimethylbutanamide